(S)-8-chloro-6-(((1-(3,3-difluorocyclobutyl)-1H-1,2,3-triazol-4-yl)(6-fluoro-2-methylpyridin-3-yl)methyl)amino)-4-(neopentylamino)quinoline-3-carbonitrile ClC=1C=C(C=C2C(=C(C=NC12)C#N)NCC(C)(C)C)N[C@@H](C=1C(=NC(=CC1)F)C)C=1N=NN(C1)C1CC(C1)(F)F